ClC=1C=C(OCC(=O)OCC)C=C(C1CC1=CC(=C(C=C1)OC)C1=CC(=NC=C1)Cl)Cl ethyl 2-(3,5-dichloro-4-(3-(2-chloropyridin-4-yl)-4-methoxybenzyl)phenoxy)acetate